Anisaldehyd Dimethylacetal COC(C1=CC=C(C=C1)OC)OC